C1O[C@H]2[C@@H](O[C@@]1([C@H]2O)CO)N2C(=O)N=C(N)C=C2 (2'-O,4'-C-methylene)-cytidine